C(C1=CC=CC=C1)OC(=O)N1CC2CCC(C1)N2 3,8-diazabicyclo[3.2.1]Octane-3-carboxylic acid benzyl ester